(S)-1-[2-(Benzo[d]isoxazol-3-yl)phenyl]-2-(3-cyclopropylpyridin-2-yl)ethan-1-amine formate C(=O)O.O1N=C(C2=C1C=CC=C2)C2=C(C=CC=C2)[C@H](CC2=NC=CC=C2C2CC2)N